4-(2-(2-chloro-4-(7,7-difluoro-2-(methylsulfanyl)-6,7-dihydro-5H-cyclopenta[d]pyrimidin-4-yl)phenoxy)acetyl)-1,4-diazepan-1-carboxylic acid tert-butyl ester C(C)(C)(C)OC(=O)N1CCN(CCC1)C(COC1=C(C=C(C=C1)C=1C2=C(N=C(N1)SC)C(CC2)(F)F)Cl)=O